Cl.C12CC(CC(CCC1)N2)N(C=2SC1=C(C=NC(=C1)C=1C=C(C=3N(C1)C=C(N3)C)C#N)N2)C 6-{2-[9-Azabicyclo[3.3.1]non-3-yl(methyl)amino][1,3]thiazolo[4,5-c]pyridin-6-yl}-2-methylimidazo[1,2-a]pyridin-8-carbonitril-Hydrochlorid